ClC1=C(C=CC(=C1)C(=O)O)C1=CC(=CC=C1)C=1N(C2=CC=C(C=C2C1C1=C(C=CC=C1C)C#N)F)S(=O)(=O)C1=CC=C(C=C1)C(F)F 2-chloro-3'-(3-(2-cyano-6-methylphenyl)-1-((4-(difluoro-methyl)phenyl)sulfonyl)-5-fluoro-1H-indol-2-yl)-[1,1'-biphenyl]-4-carboxylic acid